[Si](C)(C)(C(C)(C)C)OC1CN(C1)C1=C(N)C(=CC(=C1)F)CC1CCC1 2-(3-((tert-Butyldimethylsilyl)oxy)azetidin-1-yl)-6-(cyclobutylmethyl)-4-fluoroaniline